NC1=NC(=NC(=C1C(=O)OCC)C)C1=CC=C(C=C1)OCCC(C)(C)C ethyl 4-amino-2-(4-(3,3-dimethylbutoxy) phenyl)-6-methylpyrimidine-5-carboxylate